ClC=1C=2N(C=C(C1)C(F)(F)F)C(=CN2)C(=C)C 8-Chloro-3-isopropenyl-6-(trifluoromethyl)imidazo[1,2-a]pyridine